ClC1=CC(=C(C=N1)C(CC)=O)NC1=C(C=CC=C1)SC 1-(6-Chloro-4-((2-(methylthio)phenyl)amino)pyridin-3-yl)propan-1-one